C(#N)C1=CC(=C(COC2=CC=C(C(=N2)C2[C@H]3CN(C[C@@H]23)CC2=NC3=C(N2C[C@H]2OCC2)C=C(C=C3)C(=O)OC)F)C=C1)F methyl 2-(((1R,5S,6S)-6-(6-((4-cyano-2-fluorobenzyl)oxy)-3-fluoropyridin-2-yl)-3-azabicyclo[3.1.0]hexan-3-yl)methyl)-1-(((S)-oxetan-2-yl)methyl)-1H-benzo[d]imidazole-6-carboxylate